ClC=1C=C(C=C(C1OC=1C=C2C3(C(NC2=CC1)=O)CC3)C(F)(F)F)NC(=O)C3=NOC(N3)=O N-(3-chloro-4-((2'-oxospiro[cyclopropane-1,3'-indolin]-5'-yl)oxy)-5-(trifluoromethyl)phenyl)-5-oxo-4,5-dihydro-1,2,4-oxadiazole-3-carboxamide